[Si](C)(C)(C(C)(C)C)O[C@@H]1C[C@H](CCC1)N1N=C(C=2C1=NC=NC2)I trans-1-(3-((tert-butyldimethylsilyl)oxy)cyclohexyl)-3-iodo-1H-pyrazolo[3,4-d]pyrimidine